C(C)(C)(C)OC(=O)N1CC2=C(CC1)N=C(S2)NC(=O)NC2=NC(=CC=C2)C2=NN=CN2C(C)C 2-(3-(6-(4-isopropyl-4H-1,2,4-triazol-3-yl)pyridin-2-yl)ureido)-6,7-dihydrothiazolo[5,4-c]pyridine-5(4H)-carboxylic acid tert-butyl ester